NC(C)C1CCC(CC1)NC1=CC=C(C=C1)C1CCC(CC1)(C)C N-(4-(1-aminoethyl)cyclohexyl)-4-(4,4-dimethylcyclohexyl)aniline